4-methoxy-2-methyl-6,7-dihydro-5H-cyclopentapyrimidine COC1=NC(=NC2=C1CCC2)C